CN1C=NC=2N=CNC2C1=O 1-methyl-hypoxanthine